N(=[N+]=[N-])C1C(N(C1)C(=O)OC(C)(C)C)C(OC)OC tert-butyl 3-azido-2-(dimethoxymethyl)azetidine-1-carboxylate